C(C)(C)(C)OC(=O)NC1CC(C1)OC1=CC=C(C=C1)C(C)(C)C1=CC=CC=C1 4-(2-(4-((1r,3r)-3-((tert-butoxycarbonyl)amino)cyclobutoxy)phenyl)propan-2-yl)benzene